CN(C([C@H](CC(=O)O)N(C)C(C(C)(C)NC([C@H]([C@H](CC)C)NC(=O)OCC1C2=CC=CC=C2C=2C=CC=CC12)=O)=O)=O)C (3S)-4-(dimethylamino)-3-[[2-[[(2S,3S)-2-(9H-fluoren-9-ylmethoxycarbonylamino)-3-methylpentanoyl]amino]-2-methylpropanoyl]methylamino]-4-oxobutanoic acid